C(C1=CC=CC=C1)C1=C(C=CC=C1)C1=C(C(=C(C(=C1CC1=CC=CC=C1)CC1=CC=CC=C1)CC1=CC=CC=C1)CC1=CC=CC=C1)CC1=CC=CC=C1 hexa(benzyl)-biphenyl